BrC1=C(C(=CC(=C1)C(C(F)(F)F)(C(F)(F)F)F)C(F)(F)F)NC(C1=C(C(=CC=C1)N(C(C1=CC=C(C=C1)F)=O)C(C)C1CC1)F)=O N-(2-Bromo-4-(perfluoropropan-2-yl)-6-(trifluoromethyl)phenyl)-3-(N-(1-cyclopropylethyl)-4-fluorobenzamido)-2-fluorobenzamid